cyclohex-1-en-1-ylmethyl (2-(2-((2-((4aR,8aS)-3-oxooctahydro-2H-pyrido[4,3-b][1,4]oxazine-6-carbonyl)-2-azaspiro[3.3]heptan-6-ylidene)methyl)phenoxy)ethyl)carbamate O=C1N[C@H]2[C@@H](OC1)CCN(C2)C(=O)N2CC1(C2)CC(C1)=CC1=C(OCCNC(OCC2=CCCCC2)=O)C=CC=C1